3-vinylimidazole p-toluenesulfonate CC1=CC=C(C=C1)S(=O)(=O)O.C(=C)N1C=NC=C1